1-{[6-bromo-5-(trifluoromethyl)(2-pyridyl)]methylamino}-3,4-dimethylazoline BrC1=C(C=CC(=N1)CNN1C=C(C(C1)C)C)C(F)(F)F